C(=O)(O)C1=CC=C(C=C1)N=NN(C)C (4-carboxy)phenyl-3,3-dimethyltriazene